[N+](=O)([O-])C1=CC=C(C=C1)C=CC=O 3-(4-nitrophenyl)prop-2-en-1-on